ClC=1C=CC=C(C1)C1=CC(=CC=C1)C1=CC=CC=C1 5'-chloro-1,1':3,1''-terphenyl